methyl 2-((tert-butoxycarbonyl)amino)-7-((3'-chloro-[1,1'-biphenyl]-3-yl)oxy)-1,2,3,4-tetrahydronaphthalene-2-carboxylate C(C)(C)(C)OC(=O)NC1(CC2=CC(=CC=C2CC1)OC=1C=C(C=CC1)C1=CC(=CC=C1)Cl)C(=O)OC